acrylamido-2-methyl-propanesulfonic acid C(C=C)(=O)NC(C(C)C)S(=O)(=O)O